tantalum cobalt tellurium [Te].[Co].[Ta]